(S)-(4-(3-(5-(trifluoromethyl)pyridin-2-yloxy)pyrrolidin-1-yl)biphenyl-3,4'-diyl)dimethanol FC(C=1C=CC(=NC1)O[C@@H]1CN(CC1)C1=C(C=C(C=C1)C1=CC=C(C=C1)CO)CO)(F)F